N-(2-carbamoyl-4-chloro-6-methyl-phenyl)-2-(3-chloro-2-pyridinyl)-5-methoxy-pyrazole-3-carboxamide C(N)(=O)C1=C(C(=CC(=C1)Cl)C)NC(=O)C=1N(N=C(C1)OC)C1=NC=CC=C1Cl